(R)-N-(1-(2-hydroxyphenyl)naphthalene-2-yl)furan-2-carboxamide OC1=C(C=CC=C1)C1=C(C=CC2=CC=CC=C12)NC(=O)C=1OC=CC1